4-(3-((5-(trifluoromethyl)pyridin-2-yl)amino)pyrazin-2-yl)-3,6-dihydropyridin FC(C=1C=CC(=NC1)NC=1C(=NC=CN1)C=1CC=NCC1)(F)F